C1(CC1)N1N=CC(=C1)C1=NN(C(=C1C)NC(=O)N[C@@H]1CN(C[C@H]1C1=CC(=C(C=C1)F)F)CCOC)C1=CC=CC=C1 1-(1'-cyclopropyl-4-methyl-1-phenyl-1H,1'H-[3,4'-bipyrazol]-5-yl)-3-((3S,4R)-4-(3,4-difluorophenyl)-1-(2-methoxyethyl)pyrrolidin-3-yl)urea